C1(=CC=CC=C1)COC[C@@H](C)O (R)-1-(Phenylmethoxy)propan-2-ol